ClC1=C(C=CC=C1)C(C(=O)NC(NC([2H])([2H])[2H])=O)C1=NC=CC(=C1)C(F)(F)F 2-(2-Chlorophenyl)-N-((methyl-d3)carbamoyl)-2-(4-(trifluoromethyl)pyridin-2-yl)acetamide